N-((1r,4r)-4-(3-chloro-4-cyano-2-methylphenoxy)cyclohexyl)-6-(4-(methyl(6-oxohexyl)amino)piperidin-1-yl)pyridazine-3-carboxamide ClC=1C(=C(OC2CCC(CC2)NC(=O)C=2N=NC(=CC2)N2CCC(CC2)N(CCCCCC=O)C)C=CC1C#N)C